FC1=C(C(=CC(=C1)[N+](=O)[O-])F)CC(=O)O 2-(2,6-difluoro-4-nitrophenyl)acetic acid